NC1=C2N(C(N(C2=NC=N1)C(CO)C)=O)C1=CC=C(C(=O)NC2=NC=CC(=C2)C(F)(F)F)C=C1 4-(6-amino-9-(1-hydroxypropan-2-yl)-8-oxo-8,9-dihydro-7H-purin-7-yl)-N-(4-(trifluoromethyl)pyridin-2-yl)benzamide